triphenyl-sulfonium perfluorobutane-1-carboxylate FC(C(C(C(F)(F)F)(F)F)(F)F)(C(=O)[O-])F.C1(=CC=CC=C1)[S+](C1=CC=CC=C1)C1=CC=CC=C1